O=C(CC=CC=CC(=O)O)C=CC=CC=CC=CCCCCCCC 7-oxo-docosahexaenoic acid